N1N=CC(=C1)C1=CC=C(C=C1)N1C(N(C2(C1)CCN(CC2)C(=O)N)CC2=CC(=CC=C2)OC)=O 3-(4-(1H-pyrazol-4-yl)phenyl)-1-(3-methoxybenzyl)-2-oxo-1,3,8-triazaspiro[4.5]decane-8-carboxamide